4-(1-(4-((R)-3-Methylmorpholinyl)-2-(1H-pyrrolo[2,3-b]pyridin-4-yl)thieno[3,2-d]pyrimidine-7-yl)ethyl)piperazine-1-carboxylate C[C@H]1N(CCOC1)C=1C2=C(N=C(N1)C1=C3C(=NC=C1)NC=C3)C(=CS2)C(C)N2CCN(CC2)C(=O)[O-]